methyl (E)-3-(3-(N-(4-(quinoxalin-6-yl)benzyl)cyclohexanecarboxamido)phenyl)acrylate N1=CC=NC2=CC(=CC=C12)C1=CC=C(CN(C(=O)C2CCCCC2)C=2C=C(C=CC2)/C=C/C(=O)OC)C=C1